CS(=O)(=O)N1CCC2=NC=C(C=C21)C(=O)N 1-(methylsulfonyl)-2,3-dihydro-1H-pyrrolo[3,2-b]pyridine-6-carboxamide